fluoroboric acid iodonium salt [IH2+].F[B-](F)(F)F.[H+]